1-(4-(cyclopentyloxy)-5-nitropyridin-2-yl)-1H-pyrazolo[3,4-b]pyridine-5-carbonitrile C1(CCCC1)OC1=CC(=NC=C1[N+](=O)[O-])N1N=CC=2C1=NC=C(C2)C#N